CN(C)[SiH2]C=C(CCCC)CCCC (Dimethylamino)dibutylvinylsilane